C1(CC1)C1=C(C(=C2C(=N1)CCC2)NC(=O)N=[S@@](=O)(N)C=2SC=C(C2)C(C)(C)O)C |o1:16| (S) or (R)-N'-((2-cyclopropyl-3-methyl-6,7-dihydro-5H-cyclopenta[b]pyridin-4-yl)carbamoyl)-4-(2-hydroxypropan-2-yl)thiophene-2-sulfonimidamide